NC1(CCN(CC1)C1=NC(=C(C2=C1C=NN2)S(=O)(=O)C2=C(C(=NC=C2)N)Cl)C)C 4-[[4-(4-amino-4-methyl-1-piperidinyl)-6-methyl-1H-pyrazolo[4,3-c]pyridin-7-yl]sulfonyl]-3-chloro-pyridin-2-amine